Cl.C[C@H]1CC[C@@H](CN1)CO ((3S,6S)-6-methylpiperidin-3-yl)methanol hydrochloride